2,2-dihexyloctanoat C(CCCCC)C(C(=O)[O-])(CCCCCC)CCCCCC